E-10-methyl-6-methyleneundeca-1,4,9-triene CC(=CCCC(/C=C/CC=C)=C)C